C(C)(C)(C)OC(NCC=1C=CC=2N(C(C=C(N2)C2=NN3C(C(=NC(=C3)C)C)=C2)=O)C1)=O 1-(2-(4,6-dimethylpyrazolo[1,5-a]pyrazin-2-yl)-4-oxo-4H-pyrido[1,2-a]pyrimidin-7-yl)methyl-carbamic acid tert-butyl ester